Cl.C[C@H]1N[C@@H](CC1)C (2r,5r)-2,5-dimethylpyrrolidine hydrochloride